C1(=CC=C(C=C1)C1=NC(=NC(=C1)C1=CC=C(C2=CC=CC=C12)Br)C1=CC=CC=C1)C1=CC=CC=C1 4-([1,1'-biphenyl]-4-yl)-6-(4-bromonaphthalene-1-yl)-2-phenylpyrimidine